C(C1=CC=CC=C1)OC(=O)N1CCN(CC1)C=1C2=C(N=C(N1)OC[C@H]1N(CCC1)C)C(=CN2C)CC2=CC(=CC1=CC=CC=C21)OC(C(C)(C)C)=O (S)-4-(5-methyl-2-((1-methylpyrrolidin-2-yl)methoxy)-7-((3-(pivaloyloxy)naphthalen-1-yl)methyl)-5H-pyrrolo[3,2-d]pyrimidin-4-yl)piperazine-1-carboxylic acid benzyl ester